NC1=C2N=CN(C2=NC(=N1)F)[C@H]1C[C@@H]([C@@](O1)(C#C)CO[P@](=O)(OC1=CC=CC=C1)N[C@@H](CC1=CC=CC=C1)C(=O)OCCCCCCCCCCCCC)O Tridecyl ((S)-(((2R,3S,5R)-5-(6-amino-2-fluoro-9H-purin-9-yl)-2-ethynyl-3-hydroxytetrahydrofuran-2-yl) methoxy)(phenoxy)phosphoryl)-L-phenylalaninate